N[C@H](CO)C1=CC=CC=C1 (S)-2-amino-2-phenylethane-1-ol